FC=1C=CC(=C(OC=2C=C3C(=[N+](C2)[O-])NC=C3)C1)C(=O)OC 5-(5-fluoro-2-(methoxycarbonyl)phenoxy)-1H-pyrrolo[2,3-b]pyridine-7-oxide